5,8,15,18,23,26-hexaoxa-1,12-diazabicyclo[10.8.8]octacosane-13,20-dione N12CCCOCCOCCCN(C(COCCOCC1=O)=O)CCOCCOCC2